C(C1=CC=CC=C1)(=O)O\N=C(/C(=O)C1=CC=C(C=C1)SC1=CC=CC=C1)\CCCCCC (Z)-2-((benzoyloxy)imino)-1-(4-(phenylthio)phenyl)octan-1-one